C(C)OC(=O)C1=CC(=C2C(=N1)OC(CC2)CO)C2=C(C=C(C=C2)F)F 5-(2,4-difluorophenyl)-2-(hydroxymethyl)-3,4-dihydro-2H-pyrano[2,3-b]Pyridine-7-Carboxylic acid ethyl ester